NCC1=C(COC2=CC=C(C=C2)NC(=O)NCC=2C=C3CN(C(C3=CC2)=O)C2C(NC(CC2)=O)=O)C=CC=C1 1-(4-((2-(aminomethyl)benzyl)oxy)phenyl)-3-((2-(2,6-dioxopiperidin-3-yl)-1-oxoisoindolin-5-yl)methyl)urea